methanesulfonic acid, p-toluenesulfonic acid salt CC1=CC=C(C=C1)S(=O)(=O)O.CS(=O)(=O)O